FC1=C2C(=CC(=C1)NC([C@H]([C@@H]1CC[C@H](CC1)C)NC(C1=CC(=CC=C1)NS(=O)(=O)C)=O)=O)N(CC21CCOCC1)C(=O)OC(C)(C)C tert-Butyl 4-fluoro-6-{[(2S)-2-{[3-(methanesulfonamido)benzoyl]amino}-2-(trans-4-methylcyclohexyl)acetyl]amino}spiro[indoline-3,4'-tetrahydropyran]-1-carboxylate